C\C=C\CCCCC (E)-oct-2-en